benzophenanthrenyl-(phenylnaphthyl)anthracene C1(=C2C=3C=CC=CC3C3=C(C2=CC=C1)C=CC=C3)C3=C(C1=CC2=CC=CC=C2C=C1C=C3)C3=C(C=CC1=CC=CC=C31)C3=CC=CC=C3